tert-butyl N-[(2S)-1-(1,3-dioxo-2,3-dihydro-1H-isoindol-2-yl)-3-(2-methoxyquinolin-6-yl)propan-2-yl]carbamate O=C1N(C(C2=CC=CC=C12)=O)C[C@H](CC=1C=C2C=CC(=NC2=CC1)OC)NC(OC(C)(C)C)=O